1,1-difluoro-N-((6S,7S)-6-((2,2',5'-trifluoro-[1,1'-biphenyl]-3-yl)methyl)-5-azaspiro[2.4]heptan-7-yl)methanesulfonamide hydrochloride Cl.FC(S(=O)(=O)N[C@@H]1[C@@H](NCC12CC2)CC=2C(=C(C=CC2)C2=C(C=CC(=C2)F)F)F)F